1-(chloromethyl)-4-(cyclopentoxy)benzene ClCC1=CC=C(C=C1)OC1CCCC1